C[C@@H]1CC[C@@H]2[C@]13CC=C([C@H](C3)C2(C)C)C (-)-α-cedrene